N1(C=CC=C1)C1=C(C(=O)OC)C=CC=C1N1CC(C1)OC(NCC1=CC=C(C=C1)C(F)(F)F)=O Methyl 2-(1H-pyrrol-1-yl)-3-(3-(((4-(trifluoromethyl)benzyl)carbamoyl) oxy)azetidin-1-yl)benzoate